4-Bromo-1-[2-chloro-6-(difluoromethoxy)-4-(1,1,1,2,3,3,3-heptafluoropropan-2-yl)phenyl]-1H-pyrazole BrC=1C=NN(C1)C1=C(C=C(C=C1OC(F)F)C(C(F)(F)F)(C(F)(F)F)F)Cl